1-(3-chlorophenyl)piperidine-4-carboxylic acid ClC=1C=C(C=CC1)N1CCC(CC1)C(=O)O